(3R)-3-methyl-4-(7-(1-methyl-1H-pyrazol-5-yl)-3-(1-(tetrahydro-2H-pyran-2-yl)-1H-pyrazol-5-yl)isothiazolo[4,5-b]pyridin-5-yl)morpholine C[C@H]1N(CCOC1)C1=CC(=C2C(=N1)C(=NS2)C2=CC=NN2C2OCCCC2)C2=CC=NN2C